tert-butyl (3R)-3-[4-[(2,3-dichloro-6-methoxyphenyl)(hydroxy)methyl]piperidine-1-carbonyl]pyrrolidine-1-carboxylate ClC1=C(C(=CC=C1Cl)OC)C(C1CCN(CC1)C(=O)[C@H]1CN(CC1)C(=O)OC(C)(C)C)O